N-(4-methoxybenzyl)-6,7-diphenyl-1,8-naphthyridin-3-amine COC1=CC=C(CNC=2C=NC3=NC(=C(C=C3C2)C2=CC=CC=C2)C2=CC=CC=C2)C=C1